2-(4-Cyano-phenoxy)-N-(7,8-dihydro-6,9-dioxa-3-thia-1-aza-cyclopenta[a]naphthalen-2-yl)-2-(4-ethanesulfonyl-phenyl)-acetamide C(#N)C1=CC=C(OC(C(=O)NC=2SC=3C(=C4OCCOC4=CC3)N2)C2=CC=C(C=C2)S(=O)(=O)CC)C=C1